C(C)N1C(NC2=CC(=CC=C2C1=S)CN1CC(N(CC1)C=1C=CC(=NC1F)C(=O)NC)=O)=O 5-(4-((3-ethyl-2-oxo-4-thioxo-1,2,3,4-tetrahydroquinazolin-7-yl)methyl)-2-oxopiperazin-1-yl)-6-fluoro-N-methylpicolinamide